FC(C=1C(=C(C=CC1)[C@@H](C)NC=1C2=C(N=C(N1)C)N=C(C(=C2)N2CCN(CC2)CC)NC2COC2)F)F (R)-N4-(1-(3-(difluoromethyl)-2-fluorophenyl)ethyl)-6-(4-ethylpiperazin-1-yl)-2-methyl-N7-(oxetan-3-yl)pyrido[2,3-d]pyrimidine-4,7-diamine